(S)-1-(3-(4-(3-(1-(5-ethylpyrimidin-2-yl)piperidin-4-yl)propoxy)-2,6-difluorophenyl)-1,2,4-oxadiazol-5-yl)propan-2-ol C(C)C=1C=NC(=NC1)N1CCC(CC1)CCCOC1=CC(=C(C(=C1)F)C1=NOC(=N1)C[C@H](C)O)F